(S)-3-(6-fluoro-[1,2,4]triazolo[4,3-a]pyridin-7-yl)-2-methylpropyl methanesulfonate CS(=O)(=O)OC[C@H](CC1=CC=2N(C=C1F)C=NN2)C